N-{[(3R,5aS,6R,8aS,9R,10S,12R,12aR)-3,6,9-trimethyldecahydro-12H-3,12-epoxypyrano[4,3-j][1,2]benzodioxepin-10-yl]methyl}piperidine-4-carboxamide C[C@@]12OO[C@]34[C@@H](CC1)[C@@H](CC[C@H]3[C@H]([C@H](O[C@@H]4O2)CNC(=O)C2CCNCC2)C)C